tert-butyl (5-(2-bromophenyl)-3-((6-methoxy-2-methyl-1,2,3,4-tetrahydroisoquinolin-7-yl) amino) benzo[e][1,2,4]triazin-8-yl)carboxylate BrC1=C(C=CC=C1)C1=CC=C(C2=C1N=C(N=N2)NC2=C(C=C1CCN(CC1=C2)C)OC)C(=O)OC(C)(C)C